CN1CN(CCN(CC(C1)C)C)C 1,3,6,8-tetramethyl-1,3,6-triazacyclononane